3-amino-6-(5-(3-amino-1,1,1-trifluoro-2-hydroxy-3-oxopropan-2-yl)-2-methylphenyl)-N-((1r,4r)-4-(2-hydroxypropan-2-yl)cyclohexyl)pyrazine-2-carboxamide trifluoroacetate FC(C(=O)O)(F)F.NC=1C(=NC(=CN1)C1=C(C=CC(=C1)C(C(F)(F)F)(C(=O)N)O)C)C(=O)NC1CCC(CC1)C(C)(C)O